NCCOCCOCCC(=O)NC1=C(C(=O)NC=2N=NC(=CC2)C#N)C=CC=C1 2-(3-(2-(2-aminoethoxy)ethoxy)propanamido)-N-(6-cyanopyridazin-3-yl)benzamide